2-((1-cyclobutyl-1H-pyrazol-4-yl)amino)pyrimidin-5-carboxamide C1(CCC1)N1N=CC(=C1)NC1=NC=C(C=N1)C(=O)N